3-(3-Methoxyphenyl)-2-(4-piperidyl)propanoic acid COC=1C=C(C=CC1)CC(C(=O)O)C1CCNCC1